OC=1N(C(=NN1)C1=C(C=C(C(=C1)C(C)C)O)O)C1=CC=C(C=C1)CN1CCN(CC1)CC1CCNCC1 4-(5-hydroxy-4-(4-((4-(piperidin-4-ylmethyl)piperazin-1-yl)methyl)phenyl)-4H-1,2,4-triazol-3-yl)-6-isopropylbenzene-1,3-diol